O1COC2=C1C=CC(=C2)CN2C[C@@H]1[C@H](C2)CC(C1)COC=1N=NC(=CC1)C1=C(C=CC(=C1)F)Cl (3aR,6aS)-2-(1,3-benzo-dioxol-5-ylmethyl)-5-[[6-(2-chloro-5-fluoro-phenyl)pyridazin-3-yl]oxymethyl]-3,3a,4,5,6,6a-hexahydro-1H-cyclopenta[c]pyrrole